8-bromo-1-methyl-1,2,3,4-tetrahydroquinolin-4-one BrC=1C=CC=C2C(CCN(C12)C)=O